COC(CC1CN(C1)C(=O)O[C@@H]1CC[C@H](CC1)C(N(C[C@@H]1CC[C@H](CC1)C1=CC(=C(C=C1)OC)C)C1=CC(=CC=C1)C=1C=NN(C1)C1CC1)=O)=O trans-4-((3-(1-Cyclopropyl-1H-pyrazol-4-yl)phenyl)((trans-4-(4-methoxy-3-methylphenyl)cyclohexyl)methyl)carbamoyl)-cyclohexyl 3-(2-methoxy-2-oxoethyl)azetidine-1-carboxylate